4-amino-N-methyl-N-((3R)-6-(trifluoromethyl)-2,3-dihydro-1-benzofuran-3-yl)-1,3-dihydrofuro[3,4-c][1,8]naphthyridine-8-carboxamide NC1=NC=2N=CC(=CC2C2=C1COC2)C(=O)N([C@H]2COC1=C2C=CC(=C1)C(F)(F)F)C